ClC1=CC(=NC=2N1N=C(C2)C(F)(F)F)CC 7-chloro-5-ethyl-2-(trifluoromethyl)pyrazolo[1,5-a]pyrimidine